CC=1NC(=C(C(C1C(=O)OC)C1=CC(=C2C=CC=CC=C12)C(=O)OC)C(=O)OC(C)(C)C)C 2,6-dimethyl-4-(3-methoxycarbonyl-1-azulenyl)-3-methoxycarbonyl-5-tertiary butoxycarbonyl-1,4-dihydropyridine